terthiairen S1C(=C1)C=1SC1C=1SC1